CC1(OCCC1)C(=O)O 2-METHYL-TETRAHYDRO-FURAN-2-CARBOXYLIC ACID